ClC1=C(C=NN1C)S(=O)(=O)N1CCC(=CC1)C=1C=C2N=CC=NC2=CC1C 6-(1-((5-chloro-1-methyl-1H-pyrazol-4-yl)sulfonyl)-1,2,3,6-tetrahydropyridin-4-yl)-7-methylquinoxaline